4-[(2-chlorophenyl)methyl]-N-(4-cyano-2-fluoro-phenyl)-1H-pyrrole-3-sulfonamide ClC1=C(C=CC=C1)CC=1C(=CNC1)S(=O)(=O)NC1=C(C=C(C=C1)C#N)F